tert-butyl 7,7-dimethyl-1,4,6,7-tetrahydro-5H-pyrazolo[4,3-C]pyridine-5-carboxylate CC1(C2=C(CN(C1)C(=O)OC(C)(C)C)C=NN2)C